FC=1C=C(C(=O)N([C@H]2COCC=3NC(C=4C(C32)=CSC4)=O)C)C=CC1C(F)(F)F |r| Racemic-3-fluoro-N-methyl-N-(4-oxo-4,5,8,9-tetrahydro-6H-pyrano[3,4-b]thieno[3,4-d]pyridin-9-yl)-4-(trifluoromethyl)benzamide